3-[1-({2-[({(Bicyclo[1.1.1]pent-1-yl)methyl}amino)methyl]-1H-indol-6-yl}methyl)-1H-1,2,3-triazol-4-yl]-5-methoxy-2-pyridine-carbonitrile C12(CC(C1)C2)CNCC=2NC1=CC(=CC=C1C2)CN2N=NC(=C2)C=2C(=NC=C(C2)OC)C#N